5-(7-bromo-2-chloro-6,8-difluoroquinazolin-4-yl)-N,N,3-trimethyl-5,6,7,8-tetrahydro-4H-pyrazolo[1,5-a][1,4]diazepine-2-carboxamide BrC1=C(C=C2C(=NC(=NC2=C1F)Cl)N1CC=2N(CCC1)N=C(C2C)C(=O)N(C)C)F